C(C)(=O)O[C@H]1C[C@H]([C@@]2(CC[C@H]3C(C[C@@H](C[C@@H]3[C@H]2C1=O)C1=CCCCC1)=O)C)C(=O)OC methyl (1R,3S,4aR,4bS,6R,8aR,10aR)-3-acetoxy-6-(cyclohex-1-en-1-yl)-10a-methyl-4,8-dioxotetradecahydrophenanthrene-1-carboxylate